CCCCCCOC(=O)C=C N-Hexyl acrylate